COC(C(=CN(C)C)OC1=CC(=NC=C1)Cl)=O ((2-chloropyridin-4-yl)oxy)-3-(dimethylamino)acrylic acid methyl ester